COC(=O)Cl carbonochloridic acid methyl ester